N1=CC(=CC=C1)C=1C=C2C(=NC1)NN=C2NC(C2=CC=CC=C2)=O N-(5-(pyridine-3-yl)-1H-pyrazolo[3,4-b]pyridine-3-yl)benzamide